C(#N)C[C@]1(CN(CCC1)C(=O)O)C.ClC1=NC=C(C=C1C(=O)NC1N=CC(=CC1=O)C#N)OC[C@H](C)NS(=O)(=O)C(F)(F)F 2-chloro-N-(5-cyano-3-oxo-2-pyridinyl)-5-[(2S)-2-(trifluoromethylsulfonylamino)propoxy]pyridine-3-carboxamide (S)-3-(cyanomethyl)-3-methylpiperidine-1-carboxylate